[1,4]oxazepine-3-carboxylate O1C=C(N=CC=C1)C(=O)[O-]